BrC1=CN=C(C=C1C(=O)NC(C)(C)C)Cl 5-bromo-N-(tert-butyl)-2-chloroisonicotinic acid amide